BrC=1C=CC(=C(C1)CC(F)F)OC1=CC=C(C=C1)OC(F)(F)F 1-(5-bromo-2-(4-(trifluoromethoxy)phenoxy)phenyl)-2,2-difluoroethan